BrC=1N(C(=C(N1)Br)F)C 2,4-dibromo-5-fluoro-1-methyl-1H-imidazole